2-methyl-2-(4-vinylphenyl)propanoic acid CC(C(=O)O)(C)C1=CC=C(C=C1)C=C